ClC1=CC2=C(N(C(N2C2CCN(CC2)C2COC2)=O)CC2=NC=C(C=C2)C=2OC(=NN2)C(F)F)C=C1 5-chloro-1-((5-(5-(difluoromethyl)-1,3,4-oxadiazole-2-yl)pyridine-2-yl)methyl)-3-(1-(oxetan-3-yl)piperidine-4-yl)-1,3-dihydro-2H-benzo[d]imidazole-2-one